(S,Z)-1-((2'-chloro-5-(dimethylamino)-[1,1'-biphenyl]-2-yl)sulfonyl)-4-fluoro-N-(4-(methylsulfonyl)but-3-en-2-yl)piperidine-4-carboxamide ClC1=C(C=CC=C1)C1=C(C=CC(=C1)N(C)C)S(=O)(=O)N1CCC(CC1)(C(=O)N[C@@H](C)\C=C/S(=O)(=O)C)F